5-((5-(2-(((1R,3S)-3-aminocyclopentyl)oxy)-3-fluorophenyl)-1H-pyrazol-3-yl)amino)pyrazine-2-carbonitrile N[C@@H]1C[C@@H](CC1)OC1=C(C=CC=C1F)C1=CC(=NN1)NC=1N=CC(=NC1)C#N